5-(4-(((2S,6R)-6-methyl-6-((oxetan-3-yloxy)methyl)-1,4-dioxan-2-yl)methoxy)phenyl)-2-oxo-6-(trifluoromethyl)-1,2-dihydropyridine-3-carboxamide C[C@@]1(COC[C@H](O1)COC1=CC=C(C=C1)C=1C=C(C(NC1C(F)(F)F)=O)C(=O)N)COC1COC1